C(#N)C[C@H]1NC2=C(C=C(C=C2C1)S(=O)(=O)N)[N+](=O)[O-] (S)-2-(cyanomethyl)-7-nitroindoline-5-sulfonamide